COC(=O)C=1C(=NN2C1C=CC(=C2)NC(=O)OC(C)(C)C)C2=CC=CC=C2 6-[(tert-Butoxycarbonyl)amino]-2-phenylpyrazolo[1,5-a]pyridine-3-carboxylic acid methyl ester